FC1=C(C=CC(=C1)F)N1CCN(CCC1)C(=O)[C@H]1N(CCC1)C(=O)OC(C)(C)C Tert-butyl (S)-2-(4-(2,4-difluorophenyl)-1,4-diazepan-1-carbonyl)pyrrolidin-1-carboxylate